N(=[N+]=[N-])CCOCCOCCOCCOCCOCCOCCOCCOCCNC(=O)C1CN(CCC1)C(=O)C1=NN(C(=C1C)C1=CC=C(C=C1)Cl)C1=C(C=C(C=C1)Cl)Cl N-(26-azido-3,6,9,12,15,18,21,24-octaoxahexacosyl)-1-(5-(4-chlorophenyl)-1-(2,4-dichlorophenyl)-4-methyl-1H-pyrazole-3-carbonyl)piperidine-3-carboxamide